C1CC12N(CCOC2)C=2C=C1C(=CN2)N(N=C1)C=1C=C(C(=C(C1)O)F)C(F)(F)F 5-(5-(7-Oxa-4-azaspiro[2.5]-octan-4-yl)-1H-pyrazolo[3,4-c]pyridin-1-yl)-2-fluoro-3-(trifluoromethyl)phenol